2-Methyl-5-nitro-1-oxiranylmethyl-1H-imidazole CC=1N(C(=CN1)[N+](=O)[O-])CC1OC1